N[C@@H](CC1=CNC2=CC=CC=C12)C(=O)OO peroxytryptophan